COC1=CC=C(C(=O)NC2=CC(=CC=C2)C(C)SC2=NN=CN2C)C=C1 4-methoxy-N-(3-[1-[(4-methyl-4H-1,2,4-triazol-3-yl)sulfanyl]ethyl]phenyl)benzamide